7-(trifluoromethyl)benzo[d]Oxazol-5-amine FC(C1=CC(=CC=2N=COC21)N)(F)F